7-fluoro-4-[8-fluoro-2-[[(2S,4R)-4-methoxy-1-methyl-pyrrolidin-2-yl]methoxy]-4-[(3R)-pyrrolidin-3-yl]oxy-6-(trifluoromethyl)quinazolin-7-yl]-1,3-benzothiazol-2-amine FC1=CC=C(C=2N=C(SC21)N)C2=C(C=C1C(=NC(=NC1=C2F)OC[C@H]2N(C[C@@H](C2)OC)C)O[C@H]2CNCC2)C(F)(F)F